5-(((2-((tert-butyldiphenylsilyl)oxy)ethyl)amino)methyl)-N-(3'-(5-formylpicolinamido)-2,2'-dimethyl-[1,1'-biphenyl]-3-yl)picolinamide [Si](C1=CC=CC=C1)(C1=CC=CC=C1)(C(C)(C)C)OCCNCC=1C=CC(=NC1)C(=O)NC=1C(=C(C=CC1)C1=C(C(=CC=C1)NC(C1=NC=C(C=C1)C=O)=O)C)C